C1(=CC=CC2=CC=CC=C12)C1=CC=C(C=C1)C=1C=CC=2N(C3=CC=CC=C3C2C1)C1=CC=CC=C1 3-[4-(1-Naphthyl)-phenyl]-9-phenyl-9H-carbazole